nickel-germanium oxide [Ge]=O.[Ni]